ClC=1C(=CC2=CN(N=C2C1)CC1(CC1)F)\N=C\1/NC(N(C(N1CC1=C(C=C(C(=C1)F)F)F)=O)CC1=NN(C=N1)C)=O (E)-6-((6-chloro-2-((1-fluorocyclopropyl)methyl)-2H-indazol-5-yl)imino)-3-((1-methyl-1H-1,2,4-triazol-3-yl)methyl)-1-(2,4,5-trifluorobenzyl)-1,3,5-triazine-2,4-dione